3-fluoro-2-(1-(2-fluorophenyl)ethyl)aniline FC=1C(=C(N)C=CC1)C(C)C1=C(C=CC=C1)F